1-[(2R,4S)-4-[4-amino-5-[2-(6-chloro-1-ethyl-4-fluoro-1,3-benzodiazol-5-yl)ethynyl]Pyrrolo[2,3-d]Pyrimidin-7-yl]-2-(methoxymethyl)pyrrolidin-1-yl]Prop-2-en-1-one NC=1C2=C(N=CN1)N(C=C2C#CC2=C(C1=C(N(C=N1)CC)C=C2Cl)F)[C@H]2C[C@@H](N(C2)C(C=C)=O)COC